FC(C=1C=C(C(=O)NC(C)C=2C(=NC=CN2)C2=CC=C(C=N2)C(=O)N(CC)CC)C=C(C1)C(F)(F)F)(F)F 6-(3-{1-[3,5-Bis(trifluoromethyl)benzamido]ethyl}pyrazin-2-yl)-N,N-diethylpyridine-3-carboxamide